di-tert-butyl (S)-4-methylene-5-oxopyrrolidine-1,2-dicarboxylate C=C1C[C@H](N(C1=O)C(=O)OC(C)(C)C)C(=O)OC(C)(C)C